CO[Si](C1=CC=CC2=CC=CC=C12)(OC)OC 1-(trimethoxysilyl)naphthalene